7-benzyl 5-(tert-butyl) 2-(2-acetoxy-4-isopropylphenyl)-3,4,5a,6,8,9-hexahydro-2H-10-oxa-1,2,5,7-tetraazacycloocta[cd]indene-5,7-dicarboxylate C(C)(=O)OC1=C(C=CC(=C1)C(C)C)N1N=C2C=3C(N(CCC13)C(=O)OC(C)(C)C)CN(CCO2)C(=O)OCC2=CC=CC=C2